2-((2-(3-(tert-butyl)-2-hydroxy-5-(3-(methacryloyloxy)propoxy)phenyl)-2H-benzo[d][1,2,3]triazol-5-yl)sulfonyl)ethyl methacrylate C(C(=C)C)(=O)OCCS(=O)(=O)C1=CC=2C(=NN(N2)C2=C(C(=CC(=C2)OCCCOC(C(=C)C)=O)C(C)(C)C)O)C=C1